CC(C)(CCC(C)(OO)C)OOC(C)(C)C 2,5-dimethyl-2-tert-butylperoxy-5-hydroperoxyhexane